C(C=CC)N1C(C2=C(C(=C1)C1=NC=C(C=C1OC)C(=O)N1CCN(CC1)C)C=C(N2)C)=O 6-but-2-enyl-4-[3-methoxy-5-(4-methylpiperazine-1-carbonyl)-2-pyridyl]-2-methyl-1H-pyrrolo[2,3-c]pyridin-7-one